C1COCCN1C2=C(C(=O)NN=C2)N3CCOCC3 dimorpholinopyridazinone